(4-METHOXY-3-([METHYL(PENTYL)AMINO]METHYL)PHENYL)BORANEDIOL COC1=C(C=C(C=C1)B(O)O)CN(CCCCC)C